C1(CC1)CCN(C1=C2CN(C(C2=CC=C1)=O)C1C(NC(CC1)=O)=O)C1CCC(CC1)NCCC(F)F 3-{4-[(2-cyclopropylethyl)[(1s,4s)-4-[(3,3-difluoropropyl)amino]cyclohexyl]amino]-1-oxo-3H-isoindol-2-yl}piperidine-2,6-dione